N-[4-[N-(3-aminopropyl)-S-methyl-sulfonimidoyl]-3-methyl-phenyl]-1-methyl-5-[1-prop-2-ynyl-3-(trifluoromethyl)pyrazol-4-yl]imidazole-2-carboxamide NCCCN=S(=O)(C)C1=C(C=C(C=C1)NC(=O)C=1N(C(=CN1)C=1C(=NN(C1)CC#C)C(F)(F)F)C)C